CN1C=CC2=C1C1=C(CN=C2)C=NC=N1 10-methyl-5,10-dihydropyrimido[5,4-c]pyrrolo[2,3-e]azepin